(E)-N-(5-(4-(4-(trifluoromethyl)phenyl)butan-1,3-dien-2-yl)-1H-indol-3-yl)cyclobutanecarboxamide FC(C1=CC=C(C=C1)/C=C/C(=C)C=1C=C2C(=CNC2=CC1)NC(=O)C1CCC1)(F)F